N-(4-(7-methoxy-1,9-dimethyl-9H-pyrido[3,4-b]indol-6-yl)phenyl)tetrahydro-2H-pyran-4-carboxamide COC1=C(C=C2C3=C(N(C2=C1)C)C(=NC=C3)C)C3=CC=C(C=C3)NC(=O)C3CCOCC3